tert-butyl (3S,4R)-4-((2-(5-((1-(tert-butyl)-1H-pyrazole-4-carboxamido)methyl)-1,2,4-oxadiazol-3-yl)-3-(2,2,2-trifluoroethyl)benzo[b]thiophen-7-yl)oxy)-3-fluoropiperidine-1-carboxylate C(C)(C)(C)N1N=CC(=C1)C(=O)NCC1=NC(=NO1)C1=C(C2=C(S1)C(=CC=C2)O[C@H]2[C@H](CN(CC2)C(=O)OC(C)(C)C)F)CC(F)(F)F